propan-2-yl (2S)-2-[[[(2R,3R,4R,5R)-5-(4-aminopyrrolo[2,1-f][1,2,4]triazin-7-yl)-5-cyano-3,4-dihydroxy-4-methyloxolan-2-yl]methoxy-phenoxyphosphoryl]amino]propanoate NC1=NC=NN2C1=CC=C2[C@]2([C@]([C@@H]([C@H](O2)COP(=O)(OC2=CC=CC=C2)N[C@H](C(=O)OC(C)C)C)O)(C)O)C#N